P(=O)(OC(C)(C)C)(OC(C)(C)C)OCC1=NN2C(C(N(CC2)C2=C(C=C(C=C2)C2=NC3=CC=C(C=C3C=N2)C(F)(F)F)C)=O)=C1C di-tert-butyl (3-methyl-5-[2-methyl-4-[6-(trifluoromethyl) quinazolin-2-yl]phenyl]-4-oxo-4H,5H,6H,7H-pyrazolo[1,5-a]pyrazin-2-yl)methyl phosphate